thiodiethyleneglycol bis(3-(3,5-di-t-butyl-4-hydroxyphenyl) propionate) C(C)(C)(C)C=1C=C(C=C(C1O)C(C)(C)C)CCC(=O)OCCSCCOC(CCC1=CC(=C(C(=C1)C(C)(C)C)O)C(C)(C)C)=O